C1(=CC=CC=C1)C1=CC(=NO1)C1=CC=C(C=C1)C 5-Phenyl-3-(p-tolyl)isoxazole